BrC=1C(=CC=2N(C3=CC(=C(C=C3C2C1)Br)OC)CCP(O)(O)=O)OC [2-(3,6-Dibromo-2,7-dimethoxy-9H-carbazol-9-yl)ethyl]phosphonic acid